C(#N)C1=CC=C(CSC2=NC(=C(C(=C2C#N)CC)C#N)N2CCN(CCC2)C)C=C1 2-((4-cyanobenzyl)thio)-4-ethyl-6-(4-methyl-1,4-diazepan-1-yl)pyridine-3,5-dicarbonitrile